ClC=1C=NN(C1C1=NN2C(N(C(CC2)=O)CC2=CC(=C(C=C2)C=2N(C=C(N2)C(F)(F)F)C)F)=C1)C1CCC1 2-(4-chloro-1-cyclobutyl-1H-pyrazol-5-yl)-4-(3-fluoro-4-(1-methyl-4-(trifluoromethyl)-1H-imidazol-2-yl)benzyl)-6,7-dihydropyrazolo[1,5-a]pyrimidin-5(4H)-one